CC=1C(N2[C@H]([C@H](CCC2=CC1)NS(=O)(=O)C)COC1CCC(CC1)C)=O |o1:4,5| rel-N-[(3S,4R)-7-methyl-4-({[(1r,4R)-4-methylcyclohexyl]oxy}methyl)-6-oxo-1,3,4,6-tetrahydro-2H-quinolizin-3-yl]methanesulfonamide